O=C1NC(CCC1N1C(C2=CC=C(C=C2C1=O)N1CCN(CC1)CCCCCOC1=CC=C(C=C1)[C@H]1[C@H](CCC2=CC(=CC=C12)O)C1=CC=CC=C1)=O)=O 2-(2,6-dioxo-3-piperidyl)-5-[4-[5-[4-[(1R,2S)-6-hydroxy-2-phenyl-tetralin-1-yl]phenoxy]pentyl]piperazin-1-yl]isoindoline-1,3-dione